C1(=CC=CC=C1)C(=O)C1(CCCCC1)O phenyl(1-hydroxycyclohexyl)ketone